2-(bromomethyl)pyridine hydrochloride Cl.BrCC1=NC=CC=C1